C1(=CC=CC=C1)CC1=NC2=C(N1)C=CC=C2 2-(phenylmethyl)-1H-benzimidazole